Cis-2-((2-(3,5-difluorophenyl)-1,3-thiazol-4-yl)methyl)-3-((ethylsulfonyl)amino)pyrrolidine-1-carboxylic acid tert-butyl ester C(C)(C)(C)OC(=O)N1[C@H]([C@H](CC1)NS(=O)(=O)CC)CC=1N=C(SC1)C1=CC(=CC(=C1)F)F